(R)-1-amino-2-methyl-1-(4-(((R)-2-(methyl-d3)pentyl)oxy)phenyl)propan-2-ol N[C@@H](C(C)(O)C)C1=CC=C(C=C1)OC[C@@H](CCC)C([2H])([2H])[2H]